C(C=C)N1C(=CC2=C(C=CC=C12)N[C@@H]1[C@@H](CN(CC1)C[C@H](COC)O)F)C#CCNC1=C(C=C(C=C1OC)S(=O)(=O)C)F (R)-1-((3R,4S)-4-((1-allyl-2-(3-((2-fluoro-6-methoxy-4-(methylsulfonyl)phenyl)amino)prop-1-yn-1-yl)-1H-indol-4-yl)amino)-3-fluoropiperidin-1-yl)-3-methoxypropan-2-ol